FC(S(=O)(=O)ON1C(C2=CC=CC=3C2=C(C1=O)C=C(C3)N3N=NC1=C3CCCCCC1)=O)(F)F 5-(4,5,6,7,8,9-hexahydro-1H-cycloocta[d][1,2,3]triazol-1-yl)-1,3-dioxo-1H-benzo[de]isoquinolin-2(3H)-yl trifluoromethanesulfonate